N-(2-(2,6-dioxopiperidin-3-yl)-1-oxoisoindolin-5-yl)-1-methyl-1H-imidazole-2-carboxamide O=C1NC(CCC1N1C(C2=CC=C(C=C2C1)NC(=O)C=1N(C=CN1)C)=O)=O